(2-(3-bromo-2-methylphenyl)-6-cyclopropylbenzo[d]oxazol-5-yl)methanol BrC=1C(=C(C=CC1)C=1OC2=C(N1)C=C(C(=C2)C2CC2)CO)C